N-((3R,4S)-4-((6-(2,6-difluoro-3,5-di-methoxyphenyl)-8-((tetrahydro-2H-pyran-4-yl)amino)pyrido[3,4-d]pyrimidin-2-yl)amino)tetrahydrofuran-3-yl)acrylamide FC1=C(C(=C(C=C1OC)OC)F)C1=CC2=C(N=C(N=C2)N[C@H]2[C@H](COC2)NC(C=C)=O)C(=N1)NC1CCOCC1